tetrahydropyran-4,4-dicarboxylate O1CCC(CC1)(C(=O)[O-])C(=O)[O-]